C(#N)C=1C=CC2=C(OC[C@@H](C(N2C)=O)NC(=O)C2=NN(C(=CC2=O)C)C2=CC(=CC=C2)F)C1 (S)-N-(8-cyano-5-methyl-4-oxo-2,3,4,5-tetrahydrobenzo[b][1,4]oxazepin-3-yl)-1-(3-fluorophenyl)-6-methyl-4-oxo-1,4-dihydropyridazine-3-carboxamide